2-hydroxy-2-methyl-6-methylamino-6-(3-(trifluoromethoxy)phenyl)cyclohexan-1-one OC1(C(C(CCC1)(C1=CC(=CC=C1)OC(F)(F)F)NC)=O)C